C(#N)C=1N=C(N(C1)COCC[Si](C)(C)C)C(=O)NC=1C(=NC(=CC1)C1CC(N(C(C1)(C)C)CC)(C)C)C1=CCC(CC1)(C)C 4-cyano-N-[2-(4,4-dimethylcyclohexen-1-yl)-6-(1-ethyl-2,2,6,6-tetramethyl-4-piperidyl)-3-pyridyl]-1-(2-trimethylsilylethoxymethyl)imidazole-2-carboxamide